diphenyltriazinyl-[(diphenylfluorenyl)dibenzofuranyl]benzene C1(=CC=CC=C1)C1=C(C(=C(C=C1)C1=C(C=CC=2OC3=C(C21)C=CC=C3)C3=C(C(=CC=2C1=CC=CC=C1CC32)C3=CC=CC=C3)C3=CC=CC=C3)C3=NN=NC=C3)C3=CC=CC=C3